aniline acrylate C(C=C)(=O)O.NC1=CC=CC=C1